CC(C)(C1CC(C(C1)C(=O)O)CCCC=C)C1CC(C(C1)C(=O)O)CCCC=C 4,4'-(propane-2,2-diyl)bis(2-(pent-4-en-1-yl)cyclopentane-1-carboxylic acid)